4-[3-[2,6-Dichloro-4-[3-methoxy-3-(trifluoromethyl)azetidin-1-yl]benzoyl]-2,4-dihydro-1,3-benzoxazin-8-yl]-5-fluoro-2-(3-oxa-8-azabicyclo[3.2.1]octan-8-yl)benzoic acid ClC1=C(C(=O)N2COC3=C(C2)C=CC=C3C3=CC(=C(C(=O)O)C=C3F)N3C2COCC3CC2)C(=CC(=C1)N1CC(C1)(C(F)(F)F)OC)Cl